7-bromo-4-methyl-1-p-toluenesulfonyl-1H-indole BrC=1C=CC(=C2C=CN(C12)S(=O)(=O)C1=CC=C(C)C=C1)C